C(C)(C)(C)OC(=O)N1N=C(C(=C1)C1=NC(=NC=C1)Cl)N [3-amino-4-(2-chloropyrimidin-4-yl)pyrazol-1-yl]carboxylic acid tert-butyl ester